2-[18F]fluoropurine [18F]C1=NC=C2NC=NC2=N1